1-allyl formate C(=O)OCC=C